CC1=C(C=C(C=C1)C1(N(CCCC1)C1=NC=CC=N1)C(=O)N)C1=NC=CC=N1 (4-methyl-3-(pyrimidin-2-yl)phenyl)-1-(pyrimidin-2-yl)piperidine-2-carboxamide